ClC1=C(C=O)C=CC(=C1)NC1=NSC2=C1C=CC=C2C2=CC=CC=C2 2-chloro-4-((7-phenylbenzo[d]isothiazol-3-yl)amino)benzaldehyde